C(N)(=O)C1=CC(=C(C=C1)C1=CC=CC(=N1)CN1[C@H](COCC1)C(=O)N[C@@H](C)C1=CC=C(C(=O)O)C=C1)C 4-[(1S)-1-[[(3R)-4-[[6-(4-carbamoyl-2-methyl-phenyl)-2-pyridinyl]methyl]-morpholine-3-carbonyl]amino]ethyl]benzoic acid